C(C)(C)C1=C(C=CC=C1)C1=NC=C2NC(N(C2=N1)CC1=CC=C(C=C1)C=1N(C=CN1)COCC[Si](C)(C)C)=O 2-(2-isopropylphenyl)-9-(4-(1-((2-(trimethylsilyl)ethoxy)methyl)-1H-imidazol-2-yl)benzyl)-7,9-dihydro-8H-purin-8-one